N1C(=CC=C1)\C=C(\C#N)/CC#N (E)-2-((1H-pyrrol-2-yl)methylene)succinonitrile